(R)-6-chloro-3-((1-(10-methyl-8-oxo-5,8-dihydro-6H-isoquinolino[3,2-f][1,6]naphthyridin-12-yl)ethyl)amino)picolinic acid ClC1=CC=C(C(=N1)C(=O)O)N[C@H](C)C=1C=2C=C3C=4C=CC=NC4CCN3C(C2C=C(C1)C)=O